N-(3-(2-(methoxymethyl)-7-(methylthio)-2,3-dihydro-[1,4]dioxino[2,3-c]pyridin-5-yl)-1H-pyrrolo[2,3-c]pyridin-5-yl)acetamide COCC1OC2=C(C(=NC(=C2)SC)C2=CNC3=CN=C(C=C32)NC(C)=O)OC1